1-(2-chloro-4-((5-methoxy-2,3-dihydro-[1,4]dioxino[2,3-f]quinazolin-10-yl)amino)phenyl)-3-(3-methylisoxazol-5-yl)urea ClC1=C(C=CC(=C1)NC1=NC=NC2=CC(=C3C(=C12)OCCO3)OC)NC(=O)NC3=CC(=NO3)C